ClC=1C=CC=C2C(=C(N(C12)CC(C(=O)N)(C)C)C1=CC=CC=C1)C(CCC1=CC=CC=C1)=O 3-(7-Chloro-2-phenyl-3-(3-phenylpropanoyl)-1H-indol-1-yl)-2,2-dimethylpropanamide